C(CCCCCC)NCCC(=O)OC methyl β-heptylaminopropionate